O[C@@H](C(=O)OC)CO (R)-methyl 2,3-dihydroxypropionate